tert-butyl (2S,4S)-2-(cyanomethyl)-4-(6-fluoro-8-methyl-7-(1-methyl-1H-indazol-6-yl)-4-(methylsulfinyl)-1H-[1,2,3]triazolo[4,5-c]quinolin-1-yl)piperidine-1-carboxylate C(#N)C[C@H]1N(CC[C@@H](C1)N1N=NC=2C(=NC=3C(=C(C(=CC3C21)C)C2=CC=C1C=NN(C1=C2)C)F)S(=O)C)C(=O)OC(C)(C)C